C(C)C(CC(C)(NC=1C2=C(N=C(N1)C1=CC=NC=C1)C=NC=C2)C)NCC 1,N1-diethyl-3-methyl-N3-(2-(pyridin-4-yl)pyrido[3,4-d]pyrimidin-4-yl)butane-1,3-diamine